4-(3-((2-(trifluoromethyl)pyrimidin-5-yl)oxy)pyrazin-2-yl)-3,6-dihydropyridin FC(C1=NC=C(C=N1)OC=1C(=NC=CN1)C=1CC=NCC1)(F)F